Bis[2-(diphenylphosphino)ethyl]amine C1(=CC=CC=C1)P(CCNCCP(C1=CC=CC=C1)C1=CC=CC=C1)C1=CC=CC=C1